N-(6-(2-cyanoethoxy)-9-((2R,6S)-6-(hydroxymethyl)-4-tritylmorpholin-2-yl)-9H-purin-2-yl)isobutyramide C(#N)CCOC1=C2N=CN(C2=NC(=N1)NC(C(C)C)=O)[C@H]1CN(C[C@H](O1)CO)C(C1=CC=CC=C1)(C1=CC=CC=C1)C1=CC=CC=C1